C1(=CC(=CC=C1)C[C@@H]1N(CCC[C@@H]1NS(=O)(=O)C)C(=O)OCC1(CC1)C)C1=CC=CC=C1 (1-methylcyclopropyl)methyl cis-2-(biphenyl-3-ylmethyl)-3-((methylsulfonyl) amino)piperidine-1-carboxylate